N-hexyl-naphthylamine C(CCCCC)NC1=CC=CC2=CC=CC=C12